[Na+].P1(=O)(OC2=C(C=C(C=C2C(C)(C)C)C(C)(C)C)CC2=C(C(=CC(=C2)C(C)(C)C)C(C)(C)C)O1)[O-] 2,2'-methylene-bis(4,6-di-t-butylphenyl) phosphate sodium salt